[Si](C1=CC=CC=C1)(C1=CC=CC=C1)(C(C)(C)C)OCCCC=C[C@H]1N(C(OC1)(C)C)C(=O)OC(C)(C)C tert-butyl (R)-4-(5-((tert-butyldiphenylsilyl)oxy)pent-1-en-1-yl)-2,2-dimethyloxazolidine-3-carboxylate